Br.[N+](=O)([O-])C1=CC=C(C=C1)CC(C=1N=C(OC1)C=1SC=CC1)N 2-(4-nitrophenyl)-1-[(thiophen-2-yl)oxazol-4-yl]Ethylamine hydrobromide